CC1=NC(=NC=C1CO)SC (4-methyl-2-(methylthio)pyrimidin-5-yl)methanol